((t-butyldimethylsilyloxy) methyl) piperazine-1-carboxylate N1(CCNCC1)C(=O)OCO[Si](C)(C)C(C)(C)C